octadecenic acid C(C=CCCCCCCCCCCCCCCC)(=O)O